(7-methoxy-4-((4-morpholinyl-6-methoxypyrimidin-2-yl)amino)quinazolin-6-yl)glutaramide COC1=C(C=C2C(=NC=NC2=C1)NC1=NC(=CC(=N1)N1CCOCC1)OC)C(C(=O)N)CCC(=O)N